C1(CC1)N1C(C(=CC=C1)C(=O)NC1=CC=2N(C=C1OC)N=C(C2)CCS(=O)(=O)C)=O 1-cyclopropyl-N-[6-methoxy-2-(2-methylsulfonylethyl)pyrazolo[1,5-a]pyridin-5-yl]-2-oxo-pyridine-3-carboxamide